IC1=CC(=C(CCN2C(C3=CC=CC=C3C2=O)=O)C=C1OC)OC 2-(4-iodo-2,5-dimethoxyphenethyl)isoindoline-1,3-dione